4-bromomethyl-2,4-diphenylbenzoxazine BrCC1(CN(OC2=C1C=CC=C2)C2=CC=CC=C2)C2=CC=CC=C2